C1(CC1)C1=NN(C(=C1C(F)(F)F)C(=O)OCC)CC1CC(C1)C(F)F ethyl 3-cyclopropyl-1-((3-(difluoromethyl)cyclobutyl)methyl)-4-(trifluoromethyl)-1H-pyrazole-5-carboxylate